2-(difluoromethoxy)-N-[(1R,2S)-2-fluorocyclopropyl]-4-[7-(3-fluorooxetan-3-yl)imidazo[1,2-a]pyridin-3-yl]-6-methoxy-benzamide FC(OC1=C(C(=O)N[C@H]2[C@H](C2)F)C(=CC(=C1)C1=CN=C2N1C=CC(=C2)C2(COC2)F)OC)F